(E,E)-2,4-octadienal C(\C=C\C=C\CCC)=O